NC=1C=C2CCC(N(C2=CC1F)CC1=CC=CC=C1)=O 6-amino-1-benzyl-7-fluoro-3,4-dihydroquinolin-2-one